5-(Trifluoromethyl)-2,3-dihydrobenzofuran-7-sulfonyl chloride FC(C=1C=C(C2=C(CCO2)C1)S(=O)(=O)Cl)(F)F